COC=1C(=CC=2CCN3C(C2C1)CC=1C=CC(=C(C1C3)OS(=O)(=O)C3=CC=CC=C3)OC)OCC(=O)OCC Ethyl 2-[2,10-dimethoxy-9-(phenylsulfonyloxy)-5,6,7,8,13,13a-hexahydroisoquinolino[3,2-a]isoquinolin-3-yloxy]acetate